diethyl 1-[2-(2-naphthyl)-2-oxoethyl]-1H-pyrazole-3,5-dicarboxylate C1=C(C=CC2=CC=CC=C12)C(CN1N=C(C=C1C(=O)OCC)C(=O)OCC)=O